N-ethyl-N-benzoyloxy-ethyl-meta-toluidine C(C)N(C1=C(C(=CC=C1)C)CC)OC(C1=CC=CC=C1)=O